5-(1-(3,3-difluorocyclobutyl)-2-methyl-1H-imidazo[4,5-b]pyridin-6-yl)-N-(2-isobutyl-2-azaspiro[3.3]heptan-6-yl)pyrrolo[2,1-f][1,2,4]triazin-2-amine FC1(CC(C1)N1C(=NC2=NC=C(C=C21)C=2C=CN1N=C(N=CC12)NC1CC2(CN(C2)CC(C)C)C1)C)F